(4-{4-[(2,6-dioxopiperidin-3-yl)amino]phenyl}piperidin-1-yl)acetic acid O=C1NC(CCC1NC1=CC=C(C=C1)C1CCN(CC1)CC(=O)O)=O